(S)-2-(1-(2-chloro-6-cyanophenyl)cyclopropane-1-carboxamido)-4-(((S)-3-fluoro-2-methoxypropyl)(4-(5,6,7,8-tetrahydro-1,8-naphthyridin-2-yl)butyl)amino)butanoic acid ClC1=C(C(=CC=C1)C#N)C1(CC1)C(=O)N[C@H](C(=O)O)CCN(CCCCC1=NC=2NCCCC2C=C1)C[C@@H](CF)OC